C(=O)[C@H]1[C@@H]2CC[C@H](CN1C(=O)OCC1=CC=CC=C1)N2C(=O)OC(C)(C)C 3-benzyl 8-(tert-butyl) (1S,2R,5R)-2-formyl-3,8-diazabicyclo[3.2.1]octane-3,8-dicarboxylate